4,4'-(((2-methylenepropane-1,3-diyl)bis(oxy))bis(6-methoxybenzo[b]thiophene-5,2-diyl))bis(4-oxobutanoic acid) C=C(COC1=CC2=C(SC(=C2)C(CCC(=O)O)=O)C=C1OC)COC1=CC2=C(SC(=C2)C(CCC(=O)O)=O)C=C1OC